({6-[(1,3-benzothiazol-2-yl)amino]-5-methylpyridazin-3-yl}(methyl)amino)-5-[(3R)-3-phenoxypyrrolidin-1-yl]-1,3-thiazole-4-carboxylic acid S1C(=NC2=C1C=CC=C2)NC2=C(C=C(N=N2)N(C)C=2SC(=C(N2)C(=O)O)N2C[C@@H](CC2)OC2=CC=CC=C2)C